P(=O)(O)(O)O.C(CCCCCCCCCCC)N Laurylamine phosphate salt